C(C)(C)(C)OC(N[C@H]1CSC2=C(NC1=O)C=C(C=C2)C=2OC(=NN2)Br)=O N-[(3R)-7-(5-bromo-1,3,4-oxadiazol-2-yl)-4-oxo-3,5-dihydro-2H-1,5-benzothiazepine-3-Yl]carbamic acid tert-butyl ester